N-(3-bromo-5-(methylsulfonamido)phenyl)-2-phenylcyclobutane-1-carboxamide BrC=1C=C(C=C(C1)NS(=O)(=O)C)NC(=O)C1C(CC1)C1=CC=CC=C1